3-(Bromomethyl)-1-[(2-cyclopropoxy-phenyl)methyl]-5-(3-methoxyphenyl)-1H-pyrazole BrCC1=NN(C(=C1)C1=CC(=CC=C1)OC)CC1=C(C=CC=C1)OC1CC1